2-(3-(4-iodophenyl)propyl)-4-methyl-5-(pyrrolidin-1-yl)thiazole IC1=CC=C(C=C1)CCCC=1SC(=C(N1)C)N1CCCC1